Sucrose Trilaurate CCCCCCCCCCCC(=O)OC[C@@]1([C@H]([C@@H]([C@H](O1)CO)OC(=O)CCCCCCCCCCC)OC(=O)CCCCCCCCCCC)O[C@@H]2[C@@H]([C@H]([C@@H]([C@H](O2)CO)O)O)O